C1(CC1)NCC(=O)C1=CC=CC=C1 2-(cyclopropylamino)-1-phenylethanone